OCC(CO)OCC(CN1N=NC(=C1)CCCC(=O)O)(COC(CO)CO)COC(CO)CO 4-(1-(3-((1,3-dihydroxypropan-2-yl)oxy)-2,2-bis(((1,3-dihydroxypropan-2-yl)oxy)methyl)propyl)-1H-1,2,3-triazol-4-yl)butanoic acid